OC(C)(C)C(C)(C)O.COC1=C(C(=CC=C1)OC)OB(O)O 2,6-dimethoxyphenylborate-pinacol